2-(2-Azidoethyl)-6-methylpyrazine N(=[N+]=[N-])CCC1=NC(=CN=C1)C